FC=1C=C(C(=NC1)C1(C=C(C(C(C1)(C)C)=O)C#N)OC)C(F)(F)F 3-(5-fluoro-3-(trifluoromethyl)pyridin-2-yl)-3-methoxy-5,5-dimethyl-6-oxocyclohex-1-enecarbonitrile